C(C)OC(CC1=NC=C(C=C1)F)=O 2-(5-Fluoropyridin-2-yl)acetic acid ethyl ester